N1C[C@@H](CC1)NC(=N)C1=CC=C(OCCC(=O)O)C=C1 3-(4-(N-((R)-pyrrolidin-3-yl)carbamimidoyl)phenoxy)propanoic acid